CO[Si](CCCCCCCCCC)(OC)OC trimethoxy(decyl)silane